FC1=CC(=C(C=C1)C(=O)C1=C(C2=C(S1)C=C(C=C2)O)OC2=CC=C(C=C2)O[C@@H]2CN(CC2)CCCF)C (S)-(4-fluoro-2-methylphenyl)(3-(4-((1-(3-fluoropropyl)pyrrolidin-3-yl)oxy)phenoxy)-6-hydroxybenzo[b]thiophen-2-yl)methanone